CN1N=CC(=C1)C=1C=C(C2=CC=CC=C2C1)C(C)NC(=O)C1=C(C=CC=C1)CCC(=O)OC methyl 3-(2-((1-(3-(1-methyl-1H-pyrazol-4-yl)naphthalen-1-yl)ethyl)carbamoyl)phenyl)propanoate